bromo-2-chloro-3-formylnicotinic acid ethyl ester C(C)OC(C1(C(N=C(C=C1)Br)Cl)C=O)=O